BrC1=CN=C(N1C)C(=O)NC1=CC(=C(C=C1)S(=O)(=O)N1CCN(CC1)C(=O)OC(C)(C)C)Cl tert-Butyl 4-[4-[(5-bromo-1-methyl-imidazole-2-carbonyl)amino]-2-chloro-phenyl]sulfonylpiperazine-1-carboxylate